ClC=1C=NC(=NC1)C1=C(C=C2C(N(C=NC2=C1)CCC[C@@H](NC=1C=NNC(C1C(F)(F)F)=O)C1CC1)=O)F 7-(5-chloropyrimidin-2-yl)-3-[(4R)-4-cyclopropyl-4-[[6-oxo-5-(trifluoromethyl)-1H-pyridazin-4-yl]amino]butyl]-6-fluoro-quinazolin-4-one